C(C(C(=O)N)(C)C1=CC(=C(C(=C1)C(C)(C)C)O)C(C)(C)C)C(C(=O)N)(C)C1=CC(=C(C(=C1)C(C)(C)C)O)C(C)(C)C Methylenebis(3,5-di-tert-butyl-4-hydroxyphenylpropanamide)